CN1CC=2NC=3CCCCC3C2C=C1 2-methyl-2,5,6,7,8,9-hexahydro-1H-pyrido[3,4-b]indole